FC(C(=O)[O-])(F)F.FC(C(=O)[O-])(F)F.C(CCCCC)[NH3+].C(CCCCC)[NH3+] hexylammonium di-trifluoroacetate